{7-[6-(1-hydroxy-2-methylpropan-2-yl)-4-methylpyridin-3-yl]-2,6-naphthyridin-3-yl}cyclopropanecarboxamide OCC(C)(C)C1=CC(=C(C=N1)C1=NC=C2C=C(N=CC2=C1)C1(CC1)C(=O)N)C